ClC1=CC=C(C=C1)C(C(=O)O)C 4-chlorophenylpropanoic acid